N1=C(C=CC=C1)C=1N=CC2=C(N1)CCN(C2)C(=O)C2=CC(=CC=C2)C(F)(F)F [2-(2-pyridinyl)-7,8-dihydro-5H-pyrido[4,3-d]pyrimidin-6-yl]-[3-(trifluoromethyl)phenyl]methanone